1,1,1-Trifluoro-3-(4-methoxyphenyl)propan-2-one FC(C(CC1=CC=C(C=C1)OC)=O)(F)F